F[C@H]1CC[C@H](CC1)N1C(=C(C=C1C)C(CN1CCCCC1)=O)C 1-(1-(cis-4-Fluorocyclohexyl)-2,5-dimethyl-1H-pyrrol-3-yl)-2-(piperidin-1-yl)ethanone